FC=1C=C(C(=C(C1)CC(=O)OC(C)(C)C)C(=C)C)CCO tert-butyl 2-(5-fluoro-3-(2-hydroxyethyl)-2-(prop-1-en-2-yl)phenyl)acetate